N1=C(C=CC=C1)C1=NN=C(S1)CC=1OC=C(N1)C(=O)OCC ethyl 2-((5-(pyridin-2-yl)-1,3,4-thiadiazol-2-yl)methyl)oxazole-4-carboxylate